C(CCCCCCCCCCCC)(=O)[O-].[Al+3].C(CCCCCCCCCCCC)(=O)[O-].C(CCCCCCCCCCCC)(=O)[O-] aluminum tridecylate